C(CC(=O)[O-])(=O)OC1C2(CCC(C1)C2(C)C)C monobornyl malonate